C(C)(C)(C)OC(=O)N([C@@H](CN(C([C@@H](CC(=O)OC(C)(C)C)[C@H]1CCC2=CC=CC=C12)=O)C)CC1=CC=C(C=C1)Cl)C Tert-butyl (S)-4-(((R)-2-((tert-butoxycarbonyl) (methyl) amino)-3-(4-chlorophenyl) propyl) (methyl)-amino)-3-((R)-2,3-dihydro-1H-inden-1-yl)-4-oxobutanoate